C(C)(=O)O[C@H]1[C@H](N(C[C@@H]1O)C(=O)OC(C)(C)C)CC1=CC(=C(C=C1)OC)I tert-butyl (2R,3S,4S)-3-(acetyloxy)-4-hydroxy-2-[(3-iodo-4-methoxyphenyl)methyl]pyrrolidine-1-carboxylate